(E)-3-(4-Chlorophenyl)-1-[2,4-dihydroxy-6-[(2S,3S,4R,5S,6S)-3,4,5-trihydroxy-6-(hydroxymethyl)oxan-2-yl]oxyphenyl]prop-2-en-1-one ClC1=CC=C(C=C1)/C=C/C(=O)C1=C(C=C(C=C1O[C@@H]1O[C@H]([C@H]([C@H]([C@@H]1O)O)O)CO)O)O